O-phenethyl-m-methyl-p-chlorophenol C(CC1=CC=CC=C1)OC1=CC(=C(C=C1)Cl)C